3-((4-(4-(4-(3-(2,4-dioxotetrahydropyrimidin-1(2H)-yl)benzyl)piperazin-1-yl)piperidin-1-yl)-3-methoxyphenyl)amino)-6-ethyl-5-((tetrahydro-2H-pyran-4-yl)amino)pyrazine-2-carboxamide O=C1N(CCC(N1)=O)C=1C=C(CN2CCN(CC2)C2CCN(CC2)C2=C(C=C(C=C2)NC=2C(=NC(=C(N2)NC2CCOCC2)CC)C(=O)N)OC)C=CC1